1-((2R,5S)-4-(6-chloro-7-(1,6-dimethyl-1H-indazol-7-yl)-8-fluoro-2-(tetrahydrofuran-3-yloxy)quinazolin-4-yl)-2,5-dimethylpiperazin-1-yl)prop-2-en-1-one ClC=1C=C2C(=NC(=NC2=C(C1C=1C(=CC=C2C=NN(C12)C)C)F)OC1COCC1)N1C[C@H](N(C[C@@H]1C)C(C=C)=O)C